OC(C)(C)C=1C=C(C=NC1)C(CC(=O)O)N1N=CC2=CC(=CC=C12)OCCC1=NC=2NCCCC2C=C1 3-(5-(2-hydroxy-prop-2-yl)pyridin-3-yl)-3-(5-(2-(5,6,7,8-tetrahydro-1,8-naphthyridin-2-yl)ethoxy)-1H-indazol-1-yl)propionic acid